C(C)(C)NC=1N=CC2=C(N1)NC=C2C=2C=C1N=CC=NC1=CC2 N-isopropyl-5-(quinoxalin-6-yl)-7H-pyrrolo[2,3-d]pyrimidin-2-amine